N1=CC(=CC=C1)C=1C=C(C=C(C1)C=1C=NC=CC1)C1=NC(=NC(=C1)C1=CC(=CC(=C1)C=1C=NC=CC1)C=1C=NC=CC1)C 4,6-bis(3,5-di(3-pyridyl)phenyl)-2-methylpyrimidine